tert-butyl (R)-(cyclobutylmethyl)(1-(6-((5-oxo-5H-thiazolo[3,2-a]pyrimidine-7-carboxamido)methyl)pyridazin-3-yl)piperidin-3-yl)carbamate C1(CCC1)CN(C(OC(C)(C)C)=O)[C@H]1CN(CCC1)C=1N=NC(=CC1)CNC(=O)C=1N=C2N(C(C1)=O)C=CS2